(2-(3,5-difluoropyridin-2-yl)phenyl)-4-methoxybenzenesulfonamide FC=1C(=NC=C(C1)F)C1=C(C=CC=C1)C1=C(C=CC(=C1)OC)S(=O)(=O)N